N-(6-fluoropyridin-3-yl)propionamide FC1=CC=C(C=N1)NC(CC)=O